NCCCCC(=O)NC1=C(C(=O)NC=2SC(=C(N2)C)[N+](=O)[O-])C=CC=C1 2-(5-aminopentanamido)-N-(4-methyl-5-nitrothiazol-2-yl)benzamide